N'-(m-tolylmethyl)-N'-(2-pyridylmethyl)oxamide C1(=CC(=CC=C1)CN(C(C(N)=O)=O)CC1=NC=CC=C1)C